FC1=CC=C(C=C1)C1=C(N=C(C2=CC(=CC=C12)O)OC1CC2(C1)CN(CC2)CC(=O)O)C(C)C 2-[2-[[4-(4-fluorophenyl)-7-hydroxy-3-isopropyl-1-isoquinolinyl]oxy]-6-azaspiro[3.4]oct-6-yl]acetic acid